Aluminium Phosphat P(=O)([O-])([O-])[O-].[Al+3]